COC(=O)C(CCCCCCCCCCCCCC)S(=O)(=O)O 1-methoxycarbonylpentadecanesulfonic acid